(8R)-8-(3-chloro-5-fluoro-phenyl)-N-[(1R,5s)-3-(6-methylpyrimidin-4-yl)-3-azabicyclo[3.2.1]oct-8-yl]-6,8-dihydro-5H-[1,2,4]triazolo[5,1-c][1,4]oxazin-2-amine ClC=1C=C(C=C(C1)F)[C@H]1OCCN2C1=NC(=N2)NC2[C@H]1CN(C[C@@H]2CC1)C1=NC=NC(=C1)C